3-[4-(4-fluorophenyl)phenyl]Propionic acid benzyl ester C(C1=CC=CC=C1)OC(CCC1=CC=C(C=C1)C1=CC=C(C=C1)F)=O